OC=1C=C2CN(CC2=CC1)C(CSC=1SC=CN1)=O 1-(5-hydroxy-1,3-dihydro-2H-isoindol-2-yl)-2-(1,3-thiazol-2-ylsulfanyl)ethanone